CCCCCCCCCCCCCCCCCCCC(=O)N[C@@H](CO[C@H]1C(C([C@@H]([C@H](O1)CO)O[C@H]2C(C([C@H]([C@H](O2)CO)O)O)O)O)O)[C@@H](CCCCCCCCCCCCC)O N-(eicosanoyl)-1-beta-lactosyl-hexadecasphinganine